N-methyl-N-methoxybutyl-piperidinium tetrafluoroborate F[B-](F)(F)F.C[N+]1(CCCCC1)CCCCOC